N1CCC=2C1=NC=CC2N2C[C@@H](CC2)N(C(OC(C)(C)C)=O)C tert-butyl (R)-(1-(2,3-dihydro-1H-pyrrolo[2,3-b]pyridin-4-yl)pyrrolidin-3-yl)(methyl)carbamate